C(C)(C)(C)OC(=O)NC=1SC2=C(C1C#N)C(=CC=C2F)C2=C(C=C1C(=NC=NC1=C2F)C2CN(CC2)C(=O)OC(C)(C)C)Cl tert-Butyl 3-[7-[2-(tert-butoxycarbonylamino)-3-cyano-7-fluoro-benzothiophen-4-yl]-6-chloro-8-fluoro-quinazolin-4-yl]pyrrolidine-1-carboxylate